NC1=C(C=C(C=C1C(=O)OC)OC1=CC=C(C=C1)F)C1=CC=CC=C1 methyl 2-amino-5-(4-fluorophenoxy)-[1,1'-biphenyl]-3-carboxylate